di-tert-butyl-(4-trifluoromethylphenyl)phosphine C(C)(C)(C)P(C1=CC=C(C=C1)C(F)(F)F)C(C)(C)C